methyl 2-chloro-4-((S or R)-2-methyl-4-(1-((R or S)-3,3,3-trifluoro-2-hydroxy-2-(3-methoxyphenyl)propanoyl)piperidin-4-yl)butoxy)benzoate ClC1=C(C(=O)OC)C=CC(=C1)OC[C@H](CCC1CCN(CC1)C([C@@](C(F)(F)F)(C1=CC(=CC=C1)OC)O)=O)C |o1:13,23|